2-(cyclohexyl)isoindoline-1,3-dione C1(CCCCC1)N1C(C2=CC=CC=C2C1=O)=O